NC1=NC(=NC(=N1)N)CCN1C(=NC=C1)CCCCCCCCCCC 2,4-diamino-6-(2-undecyl-1-imidazolyl)ethyl-1,3,5-triazine